2-chloro-4-(difluoromethoxy)-N-(5-methyl-1,3,4-oxadiazol-2-yl)-3-methylsulfanyl-benzamide ClC1=C(C(=O)NC=2OC(=NN2)C)C=CC(=C1SC)OC(F)F